3-azido-1-(1H-tetrazol-5-yl)-1H-1,2,4-triazole-5-amine N(=[N+]=[N-])C1=NN(C(=N1)N)C1=NN=NN1